The molecule is a phosphorodiamidate ester of N,N-dimethyladenosine in which the NR2 groups on phosphorus are morpholino and N(2)-acetyl-N(5)-L-lysino. It is a phosphorodiamidate ester and a member of adenosines. CC(=O)N[C@@H](CCCCNP(=O)(N1CCOCC1)OC[C@@H]2[C@H]([C@H]([C@@H](O2)N3C=NC4=C3N=CN=C4N(C)C)O)O)C(=O)O